benzyl (2S)-2-methylpiperidin-4-ylcarbamate C[C@@H]1NCCC(C1)NC(OCC1=CC=CC=C1)=O